O=C[C@@H](C)C(C(=O)N)CCCNC(=N)N ((S)-1-oxopropan-2-yl)-5-guanidinopentanamide